(E)-1-(4-amino-1,2,5-oxadiazol-3-yl)-N'-(4-(hydroxymethyl)benzylidene)-1H-1,2,3-triazole-4-carbohydrazide NC=1C(=NON1)N1N=NC(=C1)C(=O)N/N=C/C1=CC=C(C=C1)CO